({4-[(1S,4S,5R)-5-{[5-cyclopropyl-3-(2,6-dichlorophenyl)-1,2-oxazol-4-yl]methoxy}-2-azabicyclo[2.2.1]heptan-2-yl]phenyl}methyl)phosphonic acid C1(CC1)C1=C(C(=NO1)C1=C(C=CC=C1Cl)Cl)CO[C@H]1[C@@H]2CN([C@H](C1)C2)C2=CC=C(C=C2)CP(O)(O)=O